ethylenediamine tetraacetate (edetate) C(N(CC(=O)O)CC(=O)O)CN(CC(=O)O)CC(=O)O.C(C)(=O)ON(CCN(OC(C)=O)OC(C)=O)OC(C)=O